(S)-6-(1-(1-acetylaziridine-3-yl)-1H-pyrazol-4-yl)-N-(3-(3,4-dihydroisoquinolin-2(1H)-yl)-2-hydroxypropyl)imidazo[1,2-a]pyridine-2-carboxamide C(C)(=O)N1CC1N1N=CC(=C1)C=1C=CC=2N(C1)C=C(N2)C(=O)NC[C@@H](CN2CC1=CC=CC=C1CC2)O